C(CCC(=O)OC1CC(N(C(C1)(C)C)O)(C)C)(=O)OC1CC(N(C(C1)(C)C)O)(C)C bis(1-oxyl-2,2,6,6-tetramethylpiperidine-4-yl) succinate